CC1SSC(S1)CCCC 3-methyl-5-butyl-1,2,4-trithiolane